C1=C(C=C(C(=C1Cl)Cl)Cl)C2=C(C(=C(C=C2Cl)Cl)Cl)Cl (1S)-chrysanthemolactone